2,4-difluoro-3-[([5-methylimidazo[1,5-b]pyridazin-3-yl]oxy)methyl]aniline FC1=C(N)C=CC(=C1COC1=CC=2N(N=C1)C=NC2C)F